FC=1C(=NC(=C(C1)F)N[C@H]1CNCC[C@@H]1F)C1=CN=C2N1C=C(N=C2)N2C(CCC2)=O 1-[3-[3,5-difluoro-6-[[(3S,4S)-4-fluoro-3-piperidyl]amino]-2-pyridyl]imidazo[1,2-a]pyrazin-6-yl]pyrrolidin-2-one